3-(4-Trifluoromethylbenzyl)-6-benzyl-2-ethylamino-5,6,7,8-tetrahydropyrido[4,3-d]pyrimidin-4(3H)-one FC(C1=CC=C(CN2C(=NC3=C(C2=O)CN(CC3)CC3=CC=CC=C3)NCC)C=C1)(F)F